1-((1H-indazol-2-yl)methyl)-3-(3,5-dichlorophenyl)thiourea N1N(CC2=CC=CC=C12)CNC(=S)NC1=CC(=CC(=C1)Cl)Cl